Tert-Butyl (3R)-2'-{6-amino-5-[(1R)-1-(pyridin-4-yl)ethoxy]pyridin-3-yl}-5',6'-dihydrospiro[pyrrolidine-3,4'-pyrrolo[1,2-b]pyrazole]-1-carboxylate NC1=C(C=C(C=N1)C=1C=C2N(N1)CC[C@]21CN(CC1)C(=O)OC(C)(C)C)O[C@H](C)C1=CC=NC=C1